(3S,7aR,11aR)-9-[2,2-difluoro-2-[4-(trifluoromethyl)phenyl]ethyl]-3-isopropyl-2,3,6,7,7a,8,10,11-octahydrooxazolo[2,3-j][1,6]naphthyridin-5-one FC(CN1C[C@H]2CCC(N3[C@]2(CC1)OC[C@@H]3C(C)C)=O)(C3=CC=C(C=C3)C(F)(F)F)F